5-bromo-3-cyclopropylsalicylaldehyde BrC1=CC(=C(C(C=O)=C1)O)C1CC1